imidazol-2-amid N1C(=NC=C1)C(=O)N